FC(OC=1C=CC(=NC1)S(=O)(=O)Cl)F 5-(difluoromethoxy)pyridine-2-sulfonyl chloride